BrC1=C2CCNC(C2=C(C=C1)[N+](=O)[O-])=O 5-bromo-8-nitro-3,4-dihydroisoquinolin-1(2H)-one